3-(naphthalen-1-yl)-2,5-diphenyl-2H-tetrazol-3-ium C1(=CC=CC2=CC=CC=C12)[N+]=1N(N=C(N1)C1=CC=CC=C1)C1=CC=CC=C1